N-(5-((4-(2-(2-((2-(2,6-dioxopiperidin-3-yl)-1,3-dioxoisoindolin-5-yl)oxy)ethoxy)ethyl)piperazin-1-yl)methyl)-1-(3-methoxyphenyl)-1H-benzo[d]imidazol-2-yl)-3-(trifluoromethyl)benzamide O=C1NC(CCC1N1C(C2=CC=C(C=C2C1=O)OCCOCCN1CCN(CC1)CC1=CC2=C(N(C(=N2)NC(C2=CC(=CC=C2)C(F)(F)F)=O)C2=CC(=CC=C2)OC)C=C1)=O)=O